S(=O)(=O)(O)CCCCC1=CC=C2C=CC3=CC=CC4=CC=C1C2=C34 sulfobutylpyrene